Cl\C(=C/[C@@H]1C([C@@H]1C(=O)OCC1=C(C(=C(C(=C1F)F)OC)F)C)(C)C)\C(F)(F)F 4-methoxy-2-methyl-3,5,6-trifluorobenzyl (1RS)-cis-3-[(Z)-2-chloro-3,3,3-trifluoro-1-propenyl]-2,2-dimethylcyclopropanecarboxylate